4-((7-(4-(7-(2-(2,6-dioxopiperidin-3-yl)-1-oxoisoindoline-5-yl)-2,7-diazaspiro[3.5]non-2-yl)-4-oxobutoxy)-6-methoxyquinazolin-4-yl)oxy)-3-fluorobenzene O=C1NC(CCC1N1C(C2=CC=C(C=C2C1)N1CCC2(CN(C2)C(CCCOC2=C(C=C3C(=NC=NC3=C2)OC2=C(C=CC=C2)F)OC)=O)CC1)=O)=O